ClC=1C=C(C=CC1)[C@H]1[C@@H]([C@H]1F)C(=O)NC1=NC=NC(=C1)NCC=1N=C2N(C=C(C=C2)C2CC2)C1 |r| rac-(1R*,2R*,3S*)-2-(3-chlorophenyl)-N-(6-(((6-cyclopropyl-imidazo[1,2-a]pyridin-2-yl)methyl)amino)pyrimidin-4-yl)-3-fluorocyclopropane-1-carboxamide